tert-butyl (1-(3-(2-methyl-2H-tetrazol-5-yl)-4-((4-(trifluoromethyl)phenyl)amino) phenyl)-1-oxo-5,8,11,14-tetraoxa-2-azahexadecan-16-yl)carbamate CN1N=C(N=N1)C=1C=C(C=CC1NC1=CC=C(C=C1)C(F)(F)F)C(NCCOCCOCCOCCOCCNC(OC(C)(C)C)=O)=O